4-(2-fluoroacryloyl)-1-(5-methylthiophen-2-yl)piperazin-2-one FC(C(=O)N1CC(N(CC1)C=1SC(=CC1)C)=O)=C